C(C)OCCC1=C(C=CC=C1OC[C@H](CNC1COC2(C1)CCN(CC2)S(=O)(=O)C2=CC1=CC=CC=C1C=C2)O)S(=O)(=O)N (2-ethoxyethyl)-3-((2S)-2-hydroxy-3-(8-(naphthalen-2-ylsulfonyl)-1-oxa-8-azaspiro[4.5]decan-3-ylamino)propoxy)benzenesulfonamide